1-[(4-Chloro-3-fluorophenyl)methyl]-5-oxopyrrolidine-2-carboxylic Acid ClC1=C(C=C(C=C1)CN1C(CCC1=O)C(=O)O)F